N-(2-methoxy-4-morpholino-5-nitrophenyl)carboxamide COC1=C(C=C(C(=C1)N1CCOCC1)[N+](=O)[O-])NC=O